C1(CC1)C=1SC(=CN1)C=1C=C(C=CC1)N(C(=O)[C@@H]1CC[C@H](CC1)NC(COCCNC)=O)C[C@@H]1CC[C@H](CC1)C1=CC(=C(C=C1)OC)C trans-N-(3-(2-Cyclopropylthiazol-5-yl)phenyl)-N-((trans-4-(4-methoxy-3-methylphenyl)cyclohexyl)methyl)-4-(2-(2-(methylamino)ethoxy)acetamido)-cyclohexanecarboxamide